C(C=C)(=N)N acryloamidine